(S)-3-methyl-4-((1R,4S)-4-((R)-3-(o-tolyl)piperazin-1-yl)cyclohexyl)morpholine C[C@@H]1N(CCOC1)C1CCC(CC1)N1C[C@H](NCC1)C1=C(C=CC=C1)C